5-(bromomethyl)-N-[5-[2-[3-[tert-butyl(dimethyl)silyl]oxypropyl]phenyl]-2-fluorophenyl]-3-chloro-2-methoxybenzenesulfonamide BrCC=1C=C(C(=C(C1)S(=O)(=O)NC1=C(C=CC(=C1)C1=C(C=CC=C1)CCCO[Si](C)(C)C(C)(C)C)F)OC)Cl